N-[(2,4-dimethoxyphenyl)methyl]-3-fluoro-4-[[5-(3-fluoro-2-pyridinyl)-4-methyl-3-pyridinyl]methyl]pyridin-2-amine COC1=C(C=CC(=C1)OC)CNC1=NC=CC(=C1F)CC=1C=NC=C(C1C)C1=NC=CC=C1F